1-[(2,4-dimethylthiazol-5-yl)methyl]-N-(1-methylcyclopropyl)-2-oxo-3H-benzoimidazole-5-sulfonamide CC=1SC(=C(N1)C)CN1C(NC2=C1C=CC(=C2)S(=O)(=O)NC2(CC2)C)=O